BrCCCCOC1=CC=C(C=C1)C(C=CC1=CC(=CC=C1)Br)=O 1-(4-(4-bromobutoxy)phenyl)-3-(3-bromophenyl)-2-propen-1-one